C(CCCCCCCCC\C=C/CCCC)(=O)SCCNC(CCNC([C@@H](C(COP(OP(OC[C@@H]1[C@H]([C@H]([C@@H](O1)N1C=NC=2C(N)=NC=NC12)O)OP(=O)(O)O)(=O)O)(=O)O)(C)C)O)=O)=O (Z)-11-hexadecenoyl-coa